CN(C)CCCOC(C=C)=O acrylic acid dimethylaminopropyl ester